N(=O)N1CCCC1.[N] nitrogen nitrosopyrrolidine